cinnamoyl-aminopyrazolo[3,4-D]pyrimidine C(C=CC1=CC=CC=C1)(=O)C1=C2C(=NC=N1)NN=C2N